ClC=1N=C(C2=C(N1)C(=C(N=C2)Cl)F)N2C[C@H](CC2)NC(OC(C)(C)C)=O tert-butyl (S)-(1-(2,7-dichloro-8-fluoropyrido[4,3-d]pyrimidin-4-yl)pyrrolidin-3-yl)carbamate